C(#N)C1=CC=C(C=C1)C1=C2C(=CN=C1)N(C=C2)S(=O)(=O)C=2C=C(C#N)C=CC2 3-((4-(4-Cyanophenyl)-1H-pyrrolo[2,3-c]pyridin-1-yl)sulfonyl)benzonitrile